N1=C(C=NC=C1)NC(=O)[C@@H]1CC12CCN(CC2)C(=O)OC(C(F)(F)F)C(F)(F)F |r| 1,1,1,3,3,3-hexafluoro-propan-2-yl (±)-1-(pyrazin-2-ylcarbamoyl)-6-azaspiro[2.5]octane-6-carboxylate